O[C@H](COC=1C=C(C=CC1)S(=O)(=O)NC)CN[C@H]1COC2(C1)CCN(CC2)S(=O)(=O)C2=CC1=C(OCC(N1)=O)C=C2 3-((S)-2-hydroxy-3-((R)-8-(3-oxo-3,4-dihydro-2H-benzo[b][1,4]oxazin-6-ylsulfonyl)-1-oxa-8-azaspiro[4.5]dec-3-ylamino)propoxy)-N-methylbenzenesulfonamide